(2-morpholinoethyl)-1H-indole-3-carbaldehyde O1CCN(CC1)CCN1C=C(C2=CC=CC=C12)C=O